Cl.NC[C@H]1N(CCC1)C(=O)OCC1=CC=CC=C1 benzyl (2S)-2-(aminomethyl)pyrrolidine-1-carboxylate hydrochloride